(2E)-ethyl 2-[2-[[(E)-1-(2-fluorophenyl) ethylideneamino] oxymethyl]-3-methylphenyl]-2-methoxyiminoacetate FC1=C(C=CC=C1)\C(\C)=N\OCC1=C(C=CC=C1C)\C(\C(=O)OCC)=N/OC